COC(C1=C(C=CC=C1N[C@H](C)C1=C2C=C(N(C(C2=CC(=C1)F)=O)C)I)F)=O.C[Si](C1C=CC2=CC=CC=C12)(C1C=CC2=CC=CC=C12)C dimethyl-bis(inden-1-yl)silane methyl-(R)-2-fluoro-6-((1-(7-fluoro-3-iodo-2-methyl-1-oxo-1,2-dihydroisoquinolin-5-yl)ethyl)amino)benzoate